p-benzeneDiformic acid Benzyl-(2R)-2-(9-fluorenyl)methoxycarbonylaminomethyl-3-i-propoxypropionate C(C1=CC=CC=C1)OC([C@@H](COC(C)C)CNC(=O)OCC1C2=CC=CC=C2C=2C=CC=CC12)=O.C1(=CC=C(C=C1)C(=O)O)C(=O)O